3-Chloro-5-(3-phenylpropylamino)benzo[b]thiophene-2-carboxylic acid ClC=1C2=C(SC1C(=O)O)C=CC(=C2)NCCCC2=CC=CC=C2